CN(C)CC(C(=O)N[C@H]1CN(CCC1)CC1=CC(=NC=C1)C(=O)NC1=CC=C(C=C1)C1=CC2=C(N=CN=C2N2CCOCC2)N1)=C (R)-4-((3-(2-((dimethylamino)methyl)acrylamido)piperidin-1-yl)methyl)-N-(4-(4-morpholino-7H-pyrrolo[2,3-d]pyrimidin-6-yl)phenyl)picolinamide